5-(2-fluorophenyl)-1-(3-pyridylsulfonyl)-1H-pyrrole-3-methylamine FC1=C(C=CC=C1)C1=CC(=CN1S(=O)(=O)C=1C=NC=CC1)CN